N-ISOPROPYL-N-METHYLGLYCINE CC(C)N(C)CC(=O)O